benzoic acid Magnesium [Mg].C(C1=CC=CC=C1)(=O)O